ClC=1NC2=CC=CC=C2C1CCNC1=NC(=NC2=C1OCCN2)C=2C(=NC=CC2)O 3-(4-((2-(2-chloro-1H-indol-3-yl)ethyl)amino)-7,8-dihydro-6H-pyrimido[5,4-b][1,4]oxazin-2-yl)pyridin-2-ol